N1=CCN(C=C1)CO 4-pyrazinemethanol